ClC1=C2C(=NC=C1OC=1C=NN3C1C=NC=C3)N=C(N2C)NC=2C(N(C=C(C2)C(F)(F)F)[C@@H]2C[C@H](C2)O)=O trans-3-((7-chloro-1-methyl-6-(pyrazolo[1,5-a]pyrazin-3-yloxy)-1H-imidazo[4,5-b]pyridin-2-yl)amino)-1-(3-hydroxycyclobutyl)-5-(trifluoromethyl)pyridin-2(1H)-one